2-methyl-4-propyl-3,5-heptanediol dibenzoate C(C1=CC=CC=C1)(=O)OC(C(C)C)C(C(CC)OC(C1=CC=CC=C1)=O)CCC